ClC=1N=C(N2N=C(N=CC21)N[C@H]2[C@@H](CNCC2)O)C(C)C (3R,4R)-4-({5-chloro-7-isopropylimidazo[4,3-f][1,2,4]triazin-2-yl}amino)piperidin-3-ol